OC1=CC=CC(=N1)C1CCN(CC1)C(=O)[O-] 4-(6-Hydroxypyridin-2-yl)piperidine-1-carboxylate